FC(OC1=C(C=C(C=N1)C(=O)NCC=1C=NC=C(C1CC)F)F)F 6-(difluoromethoxy)-N-[(4-ethyl-5-fluoropyridin-3-yl)methyl]-5-fluoropyridine-3-carboxamide